ClC=1C(=NC(=NC1)NC1CCOCC1)C1=CC=C2CN(C(C2=C1)=O)CC(=O)N[C@H](C)C1=NC=CC=C1 2-(6-{5-chloro-2-[(oxacyclohex-4-yl)amino]pyrimidin-4-yl}-1-oxo-2,3-dihydro-1H-isoindol-2-yl)-N-[(1R)-1-(pyridin-2-yl)ethyl]acetamide